ClC1=C(C=CC=C1)C(C#N)C1=NC=CC(=C1)C 2-(2-Chlorophenyl)-2-(4-methylpyridin-2-yl)acetonitrile